methyl-(2e,4e)-4-(4-fluorobenzylidene)-2-nonenoic acid C/C(/C(=O)O)=C\C(\CCCCC)=C\C1=CC=C(C=C1)F